2-hydroxymethyl-1,4-diazabicyclo[2.2.2]octane OCC1N2CCN(C1)CC2